C(N)(OC(C)(CC1CN2CCC1CC2)C2=CC=C(C=C2)Br)=O (quinuclidin-3-yl 2-(4-bromophenyl) propan-2-yl) carbamate